C(C1=CC=CC=C1)OC[C@@H]1O[C@@H](CN(C1)C1=C2C=CC=NC2=C(C=C1)C#N)C 5-((2r,6r)-2-((benzyloxy)methyl)-6-methylmorpholino)quinoline-8-carbonitrile